ClC1=CN=C(S1)C(=O)NC1CN(CC(C1)N1C(=NC=2C=NC(=CC21)C2=NNC=N2)CC(C)C)C 5-chloro-N-(5-(2-isobutyl-6-(1H-1,2,4-triazol-3-yl)-1H-imidazo[4,5-c]pyridin-1-yl)-1-methylpiperidin-3-yl)thiazole-2-carboxamide